[(2-{6-cyclopropyl-4-[4-fluoro-2-(4-methyl-1,2,4-triazol-3-yl)phenyl]pyridin-2-yl}-6,7-difluoro-1,3-benzoxazol-5-yl)methyl](methyl)amine C1(CC1)C1=CC(=CC(=N1)C=1OC2=C(N1)C=C(C(=C2F)F)CNC)C2=C(C=C(C=C2)F)C2=NN=CN2C